Lithium 2-[5-(5-amino-4-cyano-1-isopropyl-pyrazol-3-yl)pyrimidin-2-yl]acetate NC1=C(C(=NN1C(C)C)C=1C=NC(=NC1)CC(=O)[O-])C#N.[Li+]